CN(CCCOC(=O)OC(CCC(=O)OC(C)C)CCCCCCCCCCCC)C 2-((4-(((3-(dimethylamino)propoxy)carbonyl)oxy)hexadecanoyl)oxy)propane